C[C@H](CNC1=CC=C(C=N1)C1C(C1)C(=O)OCC)CNC1=NC=C(C=N1)SC Ethyl 2-(6-(((R)-2-methyl-3-((5-(methylthio)pyrimidin-2-yl)amino)propyl)amino) pyridin-3-yl)cyclopropane-1-carboxylate